3-{5-[(2,3-difluoro-6-methoxyphenyl)methoxy]-2-fluoro-4-methoxyphenyl}-6-[(methoxycarbamoyl)amino]-2,4-dioxo-1H-thieno[2,3-d]pyrimidine-5-carboxylic acid methyl ester COC(=O)C1=C(SC=2NC(N(C(C21)=O)C2=C(C=C(C(=C2)OCC2=C(C(=CC=C2OC)F)F)OC)F)=O)NC(NOC)=O